OC1(CCOCC1)C=O 4-hydroxytetrahydro-2H-pyran-4-carbaldehyde